trans-methyl 2-(2-chloroacetyl)-3,3a,4,5,6,6a-hexahydro-1H-cyclopenta[c]pyrrole-3-carboxylate ClCC(=O)N1CC2C(C1C(=O)OC)CCC2